C1CCC2=CC(=CC=C12)N1N=CC(C1)C1=CC=CC=C1 (2,3-dihydro-1H-inden-5-yl)-4-phenyl-4,5-dihydro-1H-pyrazole